CN1CCN(CC1)C1=CC=C(C=C1)NC1=NN2C(C=CC=C2OC2=CC(=CC=C2)[N+](=O)[O-])=N1 N-(4-(4-methylpiperazin-1-yl)phenyl)-5-(3-nitrophenoxy)-[1,2,4]Triazolo[1,5-a]Pyridin-2-amine